[K].N1CCCC1 pyrrolidine potassium salt